CN1C(=NC2=C1C=CC=C2)C2=CC1=C(N=C(N1CC1=CC(=C(C=C1)C=1C(=CC=CC1)S(=O)(=O)N(COC)C1=NOC(=C1C)C)COCC)CCC)C(=C2)C 4'-((1,7'-dimethyl-2'-propyl-1H,3'H-[2,5'-bibenzo[d]imidazol]-3'-yl)methyl)-N-(4,5-dimethylisoxazol-3-yl)-2'-(ethoxymethyl)-N-(methoxymethyl)-[1,1'-biphenyl]-2-sulfonamide